C(C1=CC=CC=C1)OC(=O)N1CC2=C(CCC1)C(=NC(=N2)SC)O 4-hydroxy-2-(methylthio)-5,6,7,9-tetrahydro-8H-pyrimido[4,5-c]azepine-8-carboxylic acid benzyl ester